CC(C(=O)OCC)(C(=O)OCC)C diethyl 2,2-dimethylmalonate